C(CCCCCCC\C=C/CCCCCCCC)(=O)OCC(C)OC(CCCCCCC\C=C/CCCCCCCC)=O propylene dioleate